C[Si](Cl)(Cl)C dimethyl-dichlorosilicon